dimethylphosphoryl-N-methyl-methanamine CP(=O)(C)CNC